C1(CC2C(CC1)O2)CC(C(=O)O)(CCCC(=O)O)CC2CC1C(CC2)O1 bis((3,4-epoxycyclohexyl)methyl)adipic acid